4-[3-(5-chloro-2-fluorophenyl)-1H-pyrrolo[3,2-b]pyridin-2-yl]pyridin-3-ol ClC=1C=CC(=C(C1)C1=C(NC=2C1=NC=CC2)C2=C(C=NC=C2)O)F